3-(cyclopropylcarbonyl)-2-methyl-N-(1-methyl-1H-tetrazol-5-yl)-4-(trifluoromethyl)benzamide C1(CC1)C(=O)C=1C(=C(C(=O)NC2=NN=NN2C)C=CC1C(F)(F)F)C